2-{[(2S)-4-{6-[(4-cyano-2-fluorobenzyl)oxy]pyridin-2-yl}-2-methylpiperazin-1-yl]methyl}-1-[(1-methyl-1H-imidazol-5-yl)methyl]-1H-benzimidazole-6-carboxylic acid C(#N)C1=CC(=C(COC2=CC=CC(=N2)N2C[C@@H](N(CC2)CC2=NC3=C(N2CC2=CN=CN2C)C=C(C=C3)C(=O)O)C)C=C1)F